methyl-(phenyl)(vinyl)(4-vinylbenzyl)silane C[Si](CC1=CC=C(C=C1)C=C)(C=C)C1=CC=CC=C1